butyl 5-nitro-1H-pyrrolo[2,3-b]pyridine-1-carboxylate [N+](=O)([O-])C=1C=C2C(=NC1)N(C=C2)C(=O)OCCCC